7-methyl-9-butyl-theophylline dicyanamide salt [N-](C#N)C#N.CN1CN(C=2N(C(N(C)C(C12)=O)=O)C)CCCC